FC1=C(C=CC(=C1)F)C(=CO)C 2-(2,4-difluorophenyl)propenol